3,4-dimethylpyrazolesuccinic acid CC1(N=NC=C1C)C(CC(=O)O)C(=O)O